N[C@@H]1C[C@H](CC1)NC1=NC=CC=C1C1=CC=CC(N1)=O 6-[[[(1S,3S)-3-aminocyclopentyl]amino]-3-pyridinyl]pyridin-2-one